C(CCCCCCCCCCC)OC1=C(C[N+]2(CC[N+](CC2)(C)[O-])[O-])C=C(C=C1OC)CC 1-(2-Dodecyloxy-5-ethyl-3-methoxybenzyl)-4-methylpiperazine-1,4-dioxide